4,4,5,5-tetramethyl-2-[(E)-styryl]-1,3,2-dioxaborolane CC1(OB(OC1(C)C)\C=C\C1=CC=CC=C1)C